2-bromo-5,10-diphenyl-5,10-dihydrophenazine BrC1=CC=2N(C3=CC=CC=C3N(C2C=C1)C1=CC=CC=C1)C1=CC=CC=C1